tert-butyl (3S)-3-[(cyclopropylamino)methyl]pyrrolidine-1-carboxylate C1(CC1)NC[C@H]1CN(CC1)C(=O)OC(C)(C)C